ClC1=C(C=CC=C1Cl)S(=O)(=O)N1CCN(CCC1)C=1C=CC2=C(C=C(O2)C(=O)N2CCOCC2)C1C {5-[4-(2,3-dichloro-benzenesulfonyl)-[1,4]diazepan-1-yl]-4-methyl-benzofuran-2-yl}-morpholin-4-yl-methanone